CC1=CC=CC(=N1)C1=NC=CC(=N1)NC1=NC(=NC=C1)NC=1C=C(SC1)C(=O)OCCC1CNC1 2-(azetidin-3-yl)ethyl 4-[[4-[[2-(6-methyl-2-pyridyl)pyrimidin-4-yl]amino]pyrimidin-2-yl]amino]thiophene-2-carboxylate